3-(5-bromo-2-methylphenyl)-5-(chloromethyl)-1,2,4-oxadiazole BrC=1C=CC(=C(C1)C1=NOC(=N1)CCl)C